FC(OC1=CC=C(C=C1)S(=O)(=O)N[C@H]1[C@@H](C1)C1CCN(CC1)C(=O)OC(C)(C)C)(F)F trans-tert-butyl 4-(2-((4-(trifluoromethoxy)phenyl)sulfonamido)cyclopropyl)piperidine-1-carboxylate